N,N,N-trimethyl-1-hexadecylammonium iodide [I-].C[N+](C)(C)CCCCCCCCCCCCCCCC